COC1=CC=C(CN(C=2C=3N(C=C(N2)C=2C(=C(C#N)C=CC2)F)N=C(N3)C(O)C3=C(C=CC=C3C=C)F)CC3=CC=C(C=C3)OC)C=C1 3-(8-(bis(4-methoxybenzyl)amino)-2-((2-fluoro-6-vinylphenyl)(hydroxy)methyl)-[1,2,4]triazolo[1,5-a]pyrazin-6-yl)-2-fluorobenzonitrile